COC=1C=C(CN(C2=CC=C(CN3CC(NCC3)=O)C=C2)CC2=CC=C(C=C2)N2CCCC2)C=CC1 4-(4-((3-methoxybenzyl)(4-(pyrrolidin-1-yl)benzyl)amino)benzyl)piperazin-2-one